sulfoterephthalic acid S(=O)(=O)(O)C1=C(C(=O)O)C=CC(=C1)C(=O)O